C(CCC(=O)C)(=O)OCC(OCC(OCC(C)OCCCC)C)C tripropylene glycol n-butyl ether levulinat